2,4-dichloro-5-(difluoromethyl)pyridine ClC1=NC=C(C(=C1)Cl)C(F)F